(R)-7-(3,4-difluorobenzyl)-6-(methoxymethyl)-2-(5-methyl-2-((1-methyl-1H-pyrazol-5-yl)amino)pyrimidin-4-yl)-6,7-dihydroimidazo[1,2-a]pyrazin-8(5H)-one adipate C(CCCCC(=O)O)(=O)O.FC=1C=C(CN2C(C=3N(C[C@@H]2COC)C=C(N3)C3=NC(=NC=C3C)NC3=CC=NN3C)=O)C=CC1F